propylenebispalmitamide C(C(C)CCCCCCCCCCCCCCCC(=O)N)CCCCCCCCCCCCCCCC(=O)N